C(C)(C)(C)OC(=O)N1CC=2N(CC1)N=CC2C(=O)N(C)C2(CC2)C=2C=C(C(=O)O)C=CC2 3-(1-(5-(tert-butoxycarbonyl)-N-methyl-4,5,6,7-tetrahydropyrazolo[1,5-a]pyrazine-3-carboxamido)cyclopropyl)benzoic acid